6-bromobenzo[cd]indol-2(1H)-one BrC=1C=2C3=C(C(NC3=CC1)=O)C=CC2